2-bromoImidazole tert-butyl-(1R,5R,6R)-3-(6-chloro-5-fluoro-3,4-dimethyl-2,7-naphthyridin-1-yl)-6-triethylsilyloxy-3,8-diazabicyclo[3.2.1]octane-8-carboxylate C(C)(C)(C)OC(=O)N1[C@H]2CN(C[C@@H]1[C@@H](C2)O[Si](CC)(CC)CC)C2=NC(=C(C1=C(C(=NC=C21)Cl)F)C)C.BrC=2NC=CN2